OCCCOC(\C=C\C(=O)O)=O fumaric acid monohydroxypropyl ester